2-FLUORO-5-(TRIFLUOROMETHYL)PYRIDINE-3-BORONIC ACID FC1=NC=C(C=C1B(O)O)C(F)(F)F